O=C/C=C/C1=CC=C(O1)C=O (E)-5-(3-OXOPROP-1-ENYL)FURAN-2-CARBALDEHYDE